FC(C1=NN(C(=C1)C(F)F)CC(=O)O)F 2-(3,5-bis(difluoromethyl)-1H-pyrazol-1-yl)acetic acid